C(#N)C1=C(C=NN1)C(=O)NC1CCC(CC1)NC1=CC=CC=2N1C=C(N2)C(F)(F)F 5-cyano-N-[(1s,4s)-4-{[2-(trifluoromethyl)imidazo[1,2-a]pyridin-5-yl]amino}cyclohexyl]-1H-pyrazole-4-carboxamide